(6-chloro-2,2-difluoro-1,3-benzodioxol-5-yl)boronic acid ClC=1C(=CC2=C(OC(O2)(F)F)C1)B(O)O